ClC1=CC=C(CN2C(=NC=3N(C(N(C(C23)=O)CCCO)=O)C)C2(CCC(CC2)(F)F)F)C=C1 7-(4-chlorobenzyl)-1-(3-hydroxypropyl)-3-methyl-8-(1,4,4-trifluorocyclohexyl)-3,7-dihydro-1H-purine-2,6-dione